ClC=1C=CC2=C(C=C(O2)CN2N=C(C=3C(C2=O)=CSC3)CC(=O)O)C1 2-(3-((5-chlorobenzofuran-2-yl)methyl)-4-oxo-3,4-dihydrothieno[3,4-d]Pyridazin-1-yl)acetic acid